COC=1C(=C2C=NNC2=C(C1)C)CN1[C@@H](CC2(CCCO2)CC1)C1=CC=C(C(=O)O)C=C1 4-((7S)-8-((5-methoxy-7-methyl-1H-indazol-4-yl)methyl)-1-oxa-8-azaspiro[4.5]decan-7-yl)benzoic Acid